NC=1CC(=CC2=C(N1)C=C(C=C2)C(NC2=CC=CC=C2)=O)C(=O)N(CCC)CCCNC(OC(C)(C)C)=O tert-butyl (3-(2-amino-8-(phenylcarbamoyl)-N-propyl-3H-benzo[b]azepine-4-carboxamido)propyl)carbamate